OCC1=CC=CC2=CC=CC=C12 1-Hydroxymethylnaphthalene